C(#N)C1=CC(=C(COC2=CC=CC(=N2)N2[C@H]3CC(C[C@@H]2CC3)CC3=NC2=C(N3C[C@H]3OCC3)C=C(C=C2)C(=O)O)C=C1)F 2-(((1R,3s,5S)-8-(6-((4-cyano-2-fluorobenzyl)oxy)pyridin-2-yl)-8-azabicyclo[3.2.1]octan-3-yl)methyl)-1-(((S)-oxetan-2-yl)methyl)-1H-benzo[d]imidazole-6-carboxylic acid